4-(2-chlorophenyl)-1-((1-hydroxypropan-2-yl)amino)-6-(trifluoromethyl)-3H-pyrido[1,2-c]pyrimidin-3-one ClC1=C(C=CC=C1)C1=C2N(C(=NC1=O)NC(CO)C)C=CC(=C2)C(F)(F)F